C(C)(C)OC(=O)C1(CC(C1)(F)F)C(=O)NNC1=CC=C(C=C1)Cl 1-(2-(4-chlorophenyl)hydrazine-1-carbonyl)-3,3-difluorocyclobutane-1-carboxylic acid isopropyl ester